N-(3-(tert-butyl)isothiazol-5-yl)-2-(4-(5-(pyrimidin-5-yl)-1H-benzo[d]imidazol-1-yl)phenyl)acetamide ethyl-2-(3-cyano-1,2-dimethyl-1H-indol-5-yl)acetate C(C)OC(CC=1C=C2C(=C(N(C2=CC1)C)C)C#N)=O.C(C)(C)(C)C1=NSC(=C1)NC(CC1=CC=C(C=C1)N1C=NC2=C1C=CC(=C2)C=2C=NC=NC2)=O